N-(1-deoxy-D-fructose-1-yl)-L-isoleucine C(C(=O)[C@@H](O)[C@H](O)[C@H](O)CO)N[C@@H]([C@@H](C)CC)C(=O)O